1,7,7-trimethylbicyclo[2.2.1]-heptan-2-yl 5-(4-chlorophenyl)-1-(2,4-dichlorophenyl)-4-methyl-1H-pyrazole-3-carboxylate ClC1=CC=C(C=C1)C1=C(C(=NN1C1=C(C=C(C=C1)Cl)Cl)C(=O)OC1C2(CCC(C1)C2(C)C)C)C